Potassium perfluorohexyl-sulfonate FC(C(C(C(C(C(F)(F)F)(F)F)(F)F)(F)F)(F)F)(S(=O)(=O)[O-])F.[K+]